4-((2S,4r,6S)-2-cyano-7-((5-methoxy-7-methyl-1H-indol-4-yl)methyl)-7-azaspiro[3.5]nonan-6-yl)-N-(2-(2-oxopyridin-1(2H)-yl)ethyl)benzamide C(#N)C1CC2(C1)C[C@H](N(CC2)CC2=C1C=CNC1=C(C=C2OC)C)C2=CC=C(C(=O)NCCN1C(C=CC=C1)=O)C=C2